CC1=C(N=NC(=C1C)C1=CC=NN1C)N1CCC(CC1)NC(N)=O 3-(1-(4,5-dimethyl-6-(1-methyl-1H-pyrazol-5-yl)pyridazin-3-yl)piperidin-4-yl)urea